C(N)(=O)C1=C(C=C(C=C1)OC)CNC(=O)C=1C(=NN(C1)CC1=CC=C(C=C1)CN1C(C=CC=C1)=O)COC N-[(2-carbamoyl-5-methoxyphenyl)methyl]-3-(methoxymethyl)-1-({4-[(2-oxopyridin-1-yl)methyl]phenyl}methyl)pyrazole-4-carboxamide